4-fluoro-1-(4-(4-oxopent-2-enoyl)piperazin-1-yl)isoquinoline FC1=CN=C(C2=CC=CC=C12)N1CCN(CC1)C(C=CC(C)=O)=O